chloro-4''-((3,5-difluoropyridin-2-yl)methoxy)-5',6''-dimethyl-3-(tetrahydro-2H-pyran-4-yl)-2H,2''H-[1,2':4',1''-terpyridin] ClC1N(C=CC=C1C1CCOCC1)C1=NC=C(C(=C1)N1CC=C(C=C1C)OCC1=NC=C(C=C1F)F)C